5-bromo-2,3-difluoro-4-methylbenzaldehyde BrC=1C(=C(C(=C(C=O)C1)F)F)C